(perfluoro)2-butyltetrahydrofuran tertbutyl-N-[1-(pyridin-2-yl)-5-(trifluoromethyl)-1H-pyrazol-4-yl]carbamate C(C)(C)(C)OC(NC=1C=NN(C1C(F)(F)F)C1=NC=CC=C1)=O.FC1(OC(C(C1(F)F)(F)F)(F)F)C(C(C(C(F)(F)F)(F)F)(F)F)(F)F